FC=1C=C(C=CC1)C1(CC1)NC(=O)C=1C=2C[C@@H]3[C@H](C2N(N1)C1=C(C=C(C=C1)F)F)C3 (1aR,5aR)-2-(2,4-Difluoro-phenyl)-1a,2,5,5a-tetrahydro-1H-2,3-diaza-cyclopropa[a]pentalene-4-carboxylic acid [1-(3-fluoro-phenyl)-cyclopropyl]-amide